dimethylcarboxamide CC(=O)NC